COC1=C(C(=O)NCC2=C(C=CC=C2)CN2CCCCC2)C=CC(=N1)C 2-methoxy-6-methyl-N-(2-(piperidin-1-ylmethyl)benzyl)nicotinamide